5-methoxy-2-azaadamantane-2-amine COC12CC3N(C(CC(C1)C3)C2)N